1,1-dichloro-3-ethyl-1,3-disilacyclobutane Cl[Si]1(C[SiH](C1)CC)Cl